CC1=CC(=NN1C1=NC(=CC=C1[C@@H](C)O)N1C=NC2=C1C=CC(=C2)NC=2N=NC(=CC2)C)C#N |r| 5-methyl-1-[6-[5-[(6-methylpyridazin-3-yl)amino]benzimidazol-1-yl]-3-[rac-(1R)-1-hydroxyethyl]-2-pyridyl]pyrazole-3-carbonitrile